C(C)(C)(C)OC(=O)N1C2C=C(CC1CC2)O[Si](C)(C)C 3-((trimethylsilyl)oxy)-8-azabicyclo[3.2.1]oct-2-ene-8-carboxylic acid tert-butyl ester